C(C)[C@H]1N(CCC(C1)C)C=1C=CC(=C(C(=O)N)C1)[N+](=O)[O-] (R)-5-(2-ethyl-4-methylpiperidin-1-yl)-2-nitrobenzamide